2-(4-(2-(2,6-dimethylpyridin-4-yl)-3-isopropyl-1H-indol-5-yl)piperidin-1-yl)-N-(2-methoxyethyl)acetamide CC1=NC(=CC(=C1)C=1NC2=CC=C(C=C2C1C(C)C)C1CCN(CC1)CC(=O)NCCOC)C